CC1(C=CC(C=C1)=O)NC(CC)=O N-(1-methyl-4-oxocyclohex-2,5-dien-1-yl)propionamide